ClC=1C=CC(=C2C=CC=NC12)[C@@H]1CNCC(C1)C 8-chloro-5-((R)-5-methyl-piperidin-3-yl)-quinoline